ClC=1C(=C(C2=C(C(=NS2)NCC2=CC=C(C=C2)CO)C1)Cl)C(=O)N[C@H](C(=O)O)CC1=CC(=CC=C1)S(=O)(=O)C (s)-2-(5,7-dichloro-3-((4-hydroxymethylbenzyl)amino)benzisothiazole-6-carboxamido)-3-(3-(methylsulfonyl)phenyl)propanoic acid